BrC1=C(C=NN(C1=O)C)N[C@@H]1C[C@@H](CN(C1)C)C1=CC=C(CN2CCC(CC2)OC2=C3C(N(C(C3=CC=C2)=O)C2C(NC(CC2)=O)=O)=O)C=C1 4-((1-(4-((3R,5R)-5-((5-bromo-1-methyl-6-oxo-1,6-dihydropyridazin-4-yl)amino)-1-methylpiperidin-3-yl)benzyl)piperidin-4-yl)oxy)-2-(2,6-dioxopiperidin-3-yl)isoindoline-1,3-dione